F[C@H]1C[C@H](N(C1)C(CN1CCC(CC1)N(C)C1=CC=C2C=CN=CC2=C1)=O)C#N (2S,4S)-4-fluoro-1-[2-[4-[7-isoquinolinyl-(methyl)amino]-1-piperidinyl]acetyl]pyrrolidine-2-carbonitrile